C1(CC1)C1=NC=C(C(=N1)OC1=CC=CC=C1)C(=O)N[C@@H](CC1CC1)\C=C\S(=O)(=O)C (S,E)-2-cyclopropyl-N-(1-cyclopropyl-4-(methylsulfonyl)but-3-en-2-yl)-4-phenoxypyrimidine-5-carboxamide